S(=O)(=O)(O)O.S(=O)(=O)(O)CCC[K] 3-sulfopropyl-potassium sulfate